3-[[4-[[6,7-dichloro-2-benzothiazolyl]azo]phenyl]ethylamino]-propionyl chloride ClC1=C(C2=C(N=C(S2)N=NC2=CC=C(C=C2)CCNCCC(=O)Cl)C=C1)Cl